(±)-trans-5-((6-(5-(bromomethyl)-1-methyl-1H-1,2,3-triazol-4-yl)-2-methylpyridin-3-yl)oxy)tetrahydro-2H-pyran-3-carboxylic acid methyl ester COC(=O)[C@@H]1COC[C@H](C1)OC=1C(=NC(=CC1)C=1N=NN(C1CBr)C)C |r|